1-benzyl-4-aminomethyl-1H-1,2,3-triazole C(C1=CC=CC=C1)N1N=NC(=C1)CN